C(C)(C)(C)OC(=O)N1CCC=C(C1CO)C 6-(hydroxymethyl)-5-methyl-3,6-dihydropyridine-1(2H)-carboxylic acid tert-butyl ester